Benzyl (S)-4-(2-hydroxy-3-(1H-pyrazol-1-yl)propoxy)benzoate O[C@H](COC1=CC=C(C(=O)OCC2=CC=CC=C2)C=C1)CN1N=CC=C1